C(C)(C)(C)OC(N(C=1SC(=CN1)C=1C=C2C(=CN=CC2=CC1)OC)CC1=CC=C(C=C1)OC)=O (4-methoxybenzyl)(5-(4-methoxyisoquinolin-6-yl)thiazol-2-yl)carbamic acid tert-butyl ester